hydroxy-P-tert-butylphenylphosphinic acid OC1=C(C=CC=C1)P(O)(=O)C(C)(C)C